C(C1CO1)OC(CCC)=O butanoic acid glycidyl ester